FC=1C=NC=C(C1CC1=CC=C(C=C1)OC(F)(F)F)N1N=CC(=N1)C 3-fluoro-5-(4-methyltriazol-2-yl)-4-[[4-(trifluoromethoxy)phenyl]methyl]pyridine